(4-(benzo[d]thiazol-5-ylamino)-3-fluoro-7-methoxyquinolin-6-yl)dimethylphosphine oxide S1C=NC2=C1C=CC(=C2)NC2=C(C=NC1=CC(=C(C=C21)P(C)(C)=O)OC)F